N-methyl-(tetrahydrofuran-3-yl)methylamine CNCC1COCC1